2,4-dimethoxy-6-methyl-furo[3,2-d]pyrimidine COC=1N=C(C2=C(N1)C=C(O2)C)OC